(5-isopropyl-1H-pyrazol-3-yl){(1R,5S,6r)-6-[4-(4-methoxyphenyl)-5,5-dimethyl-4,5-dihydro-1,2,4-oxadiazol-3-yl]-3-azabicyclo[3.1.0]hex-3-yl}methanone C(C)(C)C1=CC(=NN1)C(=O)N1C[C@H]2C([C@H]2C1)C1=NOC(N1C1=CC=C(C=C1)OC)(C)C